C1(CC1)C(=O)NC=1C=C2C(=CN=C(C2=CN1)NC)C(=O)NC1C(CCC(C1)OC)O 6-cyclopropaneamido-N-(2-hydroxy-5-methoxycyclohexyl)-1-(methylamino)-2,7-naphthyridine-4-carboxamide